FC1=CC=C(\C=C\2/OC3=C(C2=O)C(=CC(=C3C=3CCN(CC3)C)OC)OC)C=C1 (Z)-2-(4-Fluorobenzylidene)-4,6-dimethoxy-7-(1-methyl-1,2,3,6-tetrahydropyridin-4-yl)benzofuran-3(2H)-one